4-(3,4-difluorophenoxy)-2-fluorobenzoic acid FC=1C=C(OC2=CC(=C(C(=O)O)C=C2)F)C=CC1F